C(C)C=1C=NN2C1N=C(C=C2NCC=2C(N(C=CC2)CCCCCOC2(CC=C(N=C2)C#N)F)=O)N2[C@@H](CCCC2)CCO 5-[5-[[[3-ethyl-5-[(2S)-2-(2-hydroxyethyl)-1-piperidyl]pyrazolo[1,5-a]pyrimidin-7-yl]aminomethyl]-2-oxo-1-pyridyl]pentoxy]-5-fluoro-pyridine-2-carbonitrile